p-cyclohexyloxycarbonylstyrene C1(CCCCC1)OC(=O)C1=CC=C(C=C)C=C1